NCNC(CC[C@@H](C)[C@H]1CC[C@H]2[C@@H]3[C@@H](C[C@@H]4C[C@@H](CC[C@@]4([C@H]3C[C@@H]([C@]12C)O)C)O)O)=O (R)-N-(aminomethyl)-4-((3R,5S,7R,8R,9S,10S,12S,13R,14S,17R)-3,7,12-trihydroxy-10,13-dimethylhexadecahydro-1H-cyclopenta[a]phenanthren-17-yl)pentanamide